C(C)(C)(C)OC(=O)N1[C@H](CN([C@@H](C1)CC)C(C)C=1SC2=C(N1)C=CC=C2)CC (2S,5R)-4-(1-(benzo[d]thiazol-2-yl)ethyl)-2,5-diethylpiperazine-1-carboxylic acid tert-butyl ester